4-[(3S)-3-amino-3-methylpyrrolidin-1-yl]-N-(cyclobutylmethyl)-5-(3,5-difluorophenyl)pyridine-3-carboxamide N[C@@]1(CN(CC1)C1=C(C=NC=C1C1=CC(=CC(=C1)F)F)C(=O)NCC1CCC1)C